1,6-bis(cyclohexylsulfonyl-diazomethylsulfonyl)decane C1(CCCCC1)S(=O)(=O)C(S(=O)(=O)CCCCCC(CCCC)S(=O)(=O)C(=[N+]=[N-])S(=O)(=O)C1CCCCC1)=[N+]=[N-]